3-azabicyclo-[3.2.2]nonane C12CNCC(CC1)CC2